(2-(2-aminopyrimidin-5-yl)-6-morpholinopyridin-4-yl)(tetrahydrofuran-3-yl)methanone NC1=NC=C(C=N1)C1=NC(=CC(=C1)C(=O)C1COCC1)N1CCOCC1